(s)-1-((4-methoxybenzyl)amino)propan-2-ol COC1=CC=C(CNC[C@H](C)O)C=C1